BrC=1C=C(C(=O)OC)C=C(C1I)SC methyl 3-bromo-4-iodo-5-methylsulfanyl-benzoate